Octane, hydrochloride Cl.CCCCCCCC